3-(5-bromopyrimidin-2-yl)-3-hydroxycyclobutyl 2,2-dimethylpropanoate CC(C(=O)OC1CC(C1)(O)C1=NC=C(C=N1)Br)(C)C